8-(difluoromethyl)-2-methylimidazo[1,2-a]pyridin-6-amine FC(C=1C=2N(C=C(C1)N)C=C(N2)C)F